3,6-dihydroxy-benzisoxazole OC1=NOC2=C1C=CC(=C2)O